S1CC(C1)SSSC1CSC1 bis(3-thietanyl) trisulfide